O.Cl.Cl.C(C)(C)(C)NS(=O)(=O)C1=CC(=CC=C1)NC1=NC(=NC=C1C)NC1=CC=C(C=C1)OCCN1CCCC1 N-tert-Butyl-3-[(5-methyl-2-{[4-(2-pyrrolidin-1-ylethoxy)phenyl]amino}pyrimidin-4-yl)amino]benzenesulfonamide di-HCl monohydrate